C(OCC(C)C)([O-])=O.[Na+] sodium isobutyl carbonate